C1=CC=CC=2C3=CC=CC=C3C(C12)COC(=O)NCC(=O)ON1C(CCC1=O)=O 2,5-dioxopyrrolidin-1-yl (((9H-fluoren-9-yl)methoxy)carbonyl)glycinate